O=C1OC(C(N1)CC(=O)N)=O 2,5-dioxooxazolidine-4-acetamide